3-bromo-1-(3-chloro-2-pyridyl)-N-[4-(formamido)-2-methyl-6-[(methylamino)carbonyl]phenyl]-1H-pyrazole-5-carboxamide BrC1=NN(C(=C1)C(=O)NC1=C(C=C(C=C1C(=O)NC)NC=O)C)C1=NC=CC=C1Cl